6-(4-chlorophenyl)-2-(5-fluoropyridin-3-yl)-3-oxo-N-[(2S)-3,3,3-trifluoro-2-hydroxypropyl]-2,3-dihydropyridazine-4-carboxamide ClC1=CC=C(C=C1)C=1C=C(C(N(N1)C=1C=NC=C(C1)F)=O)C(=O)NC[C@@H](C(F)(F)F)O